cis-4-{3-[2-(4-hydroxy-3-methoxyphenyl)acetamido]phenyl}cyclohexyl (4-fluorophenyl)acetate FC1=CC=C(C=C1)CC(=O)O[C@@H]1CC[C@@H](CC1)C1=CC(=CC=C1)NC(CC1=CC(=C(C=C1)O)OC)=O